N-(4-(4-amino-7-methyl-5-(4-(5-methyl-1,3,4-oxadiazol-2-yl)phenyl)-7H-pyrrolo[2,3-d]pyrimidin-6-yl)phenyl)methacrylamide NC=1C2=C(N=CN1)N(C(=C2C2=CC=C(C=C2)C=2OC(=NN2)C)C2=CC=C(C=C2)NC(C(=C)C)=O)C